CC1(CN(CCO1)C1=CC2=C(CC(O2)(C)CO)C=C1NC(=O)C=1C=NN2C1N=CC=C2)C N-[6-(2,2-dimethylmorpholin-4-yl)-2-(hydroxymethyl)-2-methyl-3H-benzofuran-5-yl]pyrazolo[1,5-a]pyrimidine-3-carboxamide